ClC=1N=C(C2=C(N1)C=C(S2)Cl)Cl 2,4,6-Trichlorothieno[3,2-d]pyrimidine